(R)-2-((3-chloro-5-(2-(6-((2-methoxyethyl)(methyl)amino)-2-methylhex-3-yl)-2,6-diazaspiro[3.4]oct-6-yl)-1,2,4-triazin-6-yl)oxy)-N-ethyl-5-fluoro-N-isopropylbenzamide ClC=1N=NC(=C(N1)N1CC2(CN(C2)[C@@H](C(C)C)CCCN(C)CCOC)CC1)OC1=C(C(=O)N(C(C)C)CC)C=C(C=C1)F